COC(=O)C=1N=C(C2=CC=CC=C2C1)O 1-hydroxyisoquinoline-3-carboxylic acid methyl ester